1-Methyl-N-(3-(2-(4-methylpiperazin-1-yl)pyridin-4-yl)-1H-pyrrolo[2,3-b]pyridin-6-yl)piperidine-4-carboxamide CN1CCC(CC1)C(=O)NC1=CC=C2C(=N1)NC=C2C2=CC(=NC=C2)N2CCN(CC2)C